N[C@H]1[C@@H](CCCC1)N (1R,2R)-(+)-1,2-diaminocyclohexane